C(CCCCCCCCCCCCCCCCO)O heptadecan-1,17-diol